O=C1NC(CCC1C=1C=CC(=NC1)N1CCN(CCC1)C(=O)OC(C)(C)C)=O tert-butyl 4-(5-(2,6-dioxopiperidin-3-yl) pyridin-2-yl)-1,4-diazacycloheptane-1-carboxylate